((3S,7aS)-3-(((6-(difluoromethyl)pyrimidin-4-yl)oxy)methyl)tetrahydro-1H-pyrrolizin-7a(5H)-yl)methanol FC(C1=CC(=NC=N1)OC[C@@H]1CC[C@@]2(CCCN12)CO)F